C1=CC2=C(C=C1C(=O)[O-])OC(=N2)C3=CC(=CC(=C3)Cl)Cl The molecule is a monocarboxylic acid anion that is the conjugate base of tafamidis, obtained by deprotonation of the carboxy group; major species at pH 7.3. It is a conjugate base of a member of tafamidis.